ClC=1C=C(CN2C[C@H](CCC2)C=2NC(N(N2)C2=CC=C(C=C2)OC)=O)C=CC1 (s)-5-(1-(3-chlorobenzyl)piperidin-3-yl)-2-(4-methoxyphenyl)-2,4-dihydro-3H-1,2,4-triazol-3-one